4-(2-((2S*,3R*)-2-benzyl-3-(difluoromethoxy)azepan-1-yl)-6-((4-methoxybenzyl)oxy)pyridin-4-yl)morpholine C(C1=CC=CC=C1)[C@@H]1N(CCCC[C@H]1OC(F)F)C1=NC(=CC(=C1)N1CCOCC1)OCC1=CC=C(C=C1)OC |o1:7,13|